C1=CC=CC=2C(N3C(=NC12)C1=C(CC3)C3=CC=CC=C3N1)=O 8,13-dihydroindolo[2',3':3,4]pyrido[2,1-b]quinazolin-5(7H)-one